(E)-3-fluoro-N-(2-(2-((6-(4-methylpiperazin-1-yl)pyridin-3-yl)amino)quinazolin-8-yl)pyridin-4-yl)but-2-enamide F/C(=C/C(=O)NC1=CC(=NC=C1)C=1C=CC=C2C=NC(=NC12)NC=1C=NC(=CC1)N1CCN(CC1)C)/C